OC(C)(C)C1=CC(=CC(=N1)N1C[C@@H]2[C@H](C1)CN(C2)C=O)C ((3ar,6as)-5-(6-(2-hydroxypropan-2-yl)-4-methylpyridin-2-yl)hexahydropyrrolo[3,4-c]pyrrol-2(1H)-yl)methanone